4-(9H-carbazole-9-yl)phenylpyrene C1=CC=CC=2C3=CC=CC=C3N(C12)C1=CC=C(C=C1)C1=CC=C2C=CC3=CC=CC4=CC=C1C2=C34